(2R)-N-{2-[(4-chlorophenyl)methyl]-2-azaspiro[3.3]heptan-6-yl}-4-(5-cyanopyrimidin-2-yl)-2-methylpiperazine-1-carboxamide ClC1=CC=C(C=C1)CN1CC2(C1)CC(C2)NC(=O)N2[C@@H](CN(CC2)C2=NC=C(C=N2)C#N)C